4-bromo-1,2,3-benzothiadiazole BrC1=CC=CC2=C1N=NS2